C(C)(C)(C)N[C@H]1CN(CC1)C=1N=NC(=CN1)C1=C(C=C(C=C1)C=1C=NNC1)O 2-{3-[(3R)-3-(tert-butylamino)pyrrolidin-1-yl]-1,2,4-triazin-6-yl}-5-(1H-pyrazol-4-yl)phenol